ClC=1C(=C2C(=C(N(C2=CC1)CCC(=O)OC)C(=O)OC)C)C=1C(=NN2C1CCCC2)CCl Methyl 5-chloro-4-(2-(chloromethyl)-4,5,6,7-tetrahydropyrazolo[1,5-a]pyridin-3-yl)-1-(3-methoxy-3-oxopropyl)-3-methyl-1H-indole-2-carboxylate